3-[5-({[4-(aminomethyl)phenyl]methyl}amino)-4-methyl-1-(thiophene-3-carbonyl)-1H-pyrazol-3-yl]-4-methylpiperidin-2-one NCC1=CC=C(C=C1)CNC1=C(C(=NN1C(=O)C1=CSC=C1)C1C(NCCC1C)=O)C